O1[C@@H](COCC1)COC=1N2CCC3=C(C2=C(C(C1)=O)C)C=CC(=C3)C(C)C 4-[[(2S)-1,4-dioxan-2-yl]methoxy]-9-isopropyl-1-methyl-6,7-dihydrobenzo[a]quinolizin-2-one